NC1=CC2=C(N(N=C2C(=C1C(=O)C1=C(C=CC(=C1)F)Cl)Br)C)Cl (5-amino-7-bromo-3-chloro-2-methylindazol-6-yl)(2-chloro-5-fluorophenyl)methanone